tert-butyl 2-(1-ethoxy-1-oxobutan-2-yl)-1-methylhydrazine-1-carboxylate C(C)OC(C(CC)NN(C(=O)OC(C)(C)C)C)=O